5beta-hydroperoxy-cholest-6-ene-3beta-ol O(O)[C@@]12C=C[C@H]3[C@@H]4CC[C@H]([C@@H](CCCC(C)C)C)[C@]4(CC[C@@H]3[C@]2(CC[C@@H](C1)O)C)C